OC(CNC(=O)C1=CC(=C(C=C1)N(C(OC(C)(C)C)=O)CC#C)OC)COC tert-butyl N-[4-[(2-hydroxy-3-methoxy-propyl)carbamoyl]-2-methoxy-phenyl]-N-prop-2-ynyl-carbamate